C1(CC1)[C@H](C)NC(=O)C1=CN=C(O1)C=1C=C(C=CC1)C=1NC(=NN1)C(=O)N[C@@H](C(C)C)C(=O)OCC ethyl (5-(3-(5-(((S)-1-cyclopropylethyl)carbamoyl)oxazol-2-yl)phenyl)-4H-1,2,4-triazole-3-carbonyl)-L-valinate